Cl.C(C1=CC=CC=C1)OC1=CC=CN2C1=NC=C(C2=O)CN(C)C 9-Benzyloxy-3-((dimethylamino)methyl)-4H-pyrido[1,2-a]pyrimidin-4-one HCl